C(C)(C)(C)NC(C(CC[C@@H](C(=O)NC=1C(N(C=CC1)CC(=O)NC1C2CC3CC(CC1C3)C2)=O)NC(=O)C=2N3C(SC2)=NC(=C3)C)=O)=O (S)-N1-tert-Butyl-N6-(1-(2-(2-adamantylamino)-2-oxoethyl)-2-oxo-1,2-dihydropyridin-3-yl)-5-(6-methylimidazo[2,1-b]thiazol-3-carboxamido)-2-oxohexandiamid